2,3-dimethylpyridine-N-oxide CC1=C([N+](=CC=C1)[O-])C